[Br-].OCC[N+](C)(C)C 2-hydroxy-N,N,N-trimethylethanaminium bromide